C(C)(C)(C)OC(NC12CCC(C1)(C2)N)=O (4-aminobicyclo[2.1.1]Hex-1-yl)carbamic acid tert-butyl ester